C1(CCC1)C1=CC(=NO1)N 5-cyclobutyl-isoxazol-3-amine